(R)-1-(2-((tert-butyldimethylsilyl)oxy)-3-methoxypropyl)-5-methyl-1H-pyrazol-4-amine [Si](C)(C)(C(C)(C)C)O[C@H](CN1N=CC(=C1C)N)COC